1-(4-bromopyridine-2-yl)piperidin-4-ol BrC1=CC(=NC=C1)N1CCC(CC1)O